NC=1N=C(C2=C(C=NN(C2=O)CC2=C(C=C(C=C2)C(=O)N2CCN(CC2)CCO)OC)N1)N[C@@H](C)CCC (S)-2-amino-6-(4-(4-(2-hydroxyethyl)piperazine-1-carbonyl)-2-methoxybenzyl)-4-(pentan-2-ylamino)pyrimido[4,5-d]pyridazin-5(6H)-one